(3R)-3-(4-Chlorophenyl)-2-[(5-chloropyrimidin-2-yl)methyl]-4-fluoro-6-[1-(4-fluoropiperidin-4-yl)-1-hydroxypropyl]-3-[(2R)-2-hydroxypropoxy]-2,3-dihydro-1H-isoindol-1-on ClC1=CC=C(C=C1)[C@@]1(N(C(C2=CC(=CC(=C12)F)C(CC)(O)C1(CCNCC1)F)=O)CC1=NC=C(C=N1)Cl)OC[C@@H](C)O